choline (trimethyl-ethanolamine) CC(C(O)(C)C)N.OCC[N+](C)(C)C